C(C)(C)(C)OC(=O)N1CCC(CC1)C=1C=C2C(=C(NC2=CC1)C1=CC(=NC=C1F)C1CC1)C(C)C 4-(2-(2-cyclopropyl-5-fluoropyridin-4-yl)-3-isopropyl-1H-indol-5-yl)piperidine-1-carboxylic acid tert-butyl ester